NC1=C(C(=NN1C(C(F)(F)F)C)C1=C(C(=C(C=C1)CNC(=O)C1=C(C=CC(=C1)F)OC)F)F)C#N N-[[4-[5-amino-4-cyano-1-(2,2,2-trifluoro-1-methyl-ethyl)pyrazol-3-yl]-2,3-difluoro-phenyl]methyl]-5-fluoro-2-methoxy-benzeneFormamide